ClC1=NC(=CC=C1)C 2-Chloro-6-methyl-pyridine